C(C)(C)(C)OC(N=C1NC(CC(N1)(CC)CC)=O)=O 4,4-diethyl-6-oxotetrahydropyrimidin-2(1H)-ylidene-carbamic acid tert-butyl ester